6-(2,6-dichlorophenyl)-2-({4-[4-methyl-2-(methylamino)-1,3-thiazol-5-yl]phenyl}amino)imidazo[1,2-a]pyrimido[5,4-e]pyrimidin-5(6H)-one ClC1=C(C(=CC=C1)Cl)N1C=2N(C3=C(C1=O)C=NC(=N3)NC3=CC=C(C=C3)C3=C(N=C(S3)NC)C)C=CN2